5-[3-[[(4R)-1-[[3-(azetidine-3-carbonylamino)-4-fluoro-phenyl]methylsulfonyl]-2,2-dimethyl-4-piperidyl]amino]-2-fluoro-phenyl]-3-(carboxymethoxy)-4-chloro-thiophene-2-carboxylic acid N1CC(C1)C(=O)NC=1C=C(C=CC1F)CS(=O)(=O)N1C(C[C@@H](CC1)NC=1C(=C(C=CC1)C1=C(C(=C(S1)C(=O)O)OCC(=O)O)Cl)F)(C)C